FC(C(=O)O)(F)F.C1N(CC12CCCNC2)C(CO)=O 1-(2,8-diazaspiro[3.5]nonan-2-yl)-2-hydroxy-ethanone 2,2,2-trifluoroacetic acid salt